N,N-dimethylpiperidinium hydroxide [OH-].C[N+]1(CCCCC1)C